3-(4-chlorophenyl)-2-phenylbenzofuran ClC1=CC=C(C=C1)C1=C(OC2=C1C=CC=C2)C2=CC=CC=C2